2-(3-(3-((R)-(4-cyclohexyl-4H-1,2,4-triazol-3-yl)fluoromethyl)oxetan-3-yl)phenyl)-6-(((S)-2-isopropyl-4-methylpiperazin-1-yl)methyl)-4-(trifluoromethyl)isoindolin-1-one C1(CCCCC1)N1C(=NN=C1)[C@@H](C1(COC1)C=1C=C(C=CC1)N1C(C2=CC(=CC(=C2C1)C(F)(F)F)CN1[C@H](CN(CC1)C)C(C)C)=O)F